N1=CC=CC2=CC=CC=C12.C1=NC=CC=2C3=CC=CC=C3NC12 beta-carboline quinoline salt